2,4-dimethyl-2,4-diphenyl-3-pentanone CC(C)(C(C(C)(C1=CC=CC=C1)C)=O)C1=CC=CC=C1